4-((3-(4-(2-(2-aminopyridin-3-yl)-6-methyl-5-phenyl-3H-imidazo[4,5-b]pyridin-3-yl)phenyl)azetidin-1-yl)methyl)cyclohexane-1-carboxylic acid NC1=NC=CC=C1C1=NC=2C(=NC(=C(C2)C)C2=CC=CC=C2)N1C1=CC=C(C=C1)C1CN(C1)CC1CCC(CC1)C(=O)O